NC1=C(C(=O)O)C=CC=N1 ortho-aminonicotinic acid